di(2-hydroxyethyl)-3-dodecyloxy-1-hydroxypropyl-amine oxide OCC[N+](C(CCOCCCCCCCCCCCC)O)(CCO)[O-]